[Si](C)(C)(C(C)(C)C)O[C@H]1[C@@H]([C@@H](O[C@@]1(CO)CCl)N1C(NC(C(=C1)F)=O)=O)F 1-((2R,3S,4R,5R)-4-((tert-butyldimethylsilyl)oxy)-5-(chloromethyl)-3-fluoro-5-(hydroxymethyl)tetrahydrofuran-2-yl)-5-fluoropyrimidine-2,4(1H,3H)-dione